3,5-difluoro-2-(2-pyridyl)phenyl-(2-carboxypyridyl)-iridium FC=1C(=C(C=C(C1)F)[Ir]C=1C(=NC=CC1)C(=O)O)C1=NC=CC=C1